8-cyclopentyl-6-(difluoromethyl-d)-2-((1-(methylsulfonyl)piperidin-4-yl)amino)pyrido[2,3-d]pyrimidin-7(8H)-one C1(CCCC1)N1C(C(=CC2=C1N=C(N=C2)NC2CCN(CC2)S(=O)(=O)C)C([2H])(F)F)=O